6-iodo-1-octene IC(CCCC=C)CC